tert-butyl 4-[3-ethyl-1-[5-(1-fluoroethyl)-1,3,4-thiadiazol-2-yl]-6-[[3-(fluoromethyl)oxetan-3-yl]sulfamoyl]-2-oxo-benzimidazol-4-yl]piperazine-1-carboxylate C(C)N1C(N(C2=C1C(=CC(=C2)S(NC2(COC2)CF)(=O)=O)N2CCN(CC2)C(=O)OC(C)(C)C)C=2SC(=NN2)C(C)F)=O